2-(6-Chloro-9H-carbazol-3-yl)acetic acid ClC=1C=C2C=3C=C(C=CC3NC2=CC1)CC(=O)O